C(CCCCC=CCCCCC=CCCCCC)O octadeca-6,12-dien-1-ol